3-amino-5-cyclopropyl-1H-pyrazole NC1=NNC(=C1)C1CC1